(1R,3S,5R)-2-(2-(4-amino-6-bromo-9H-pyrido[2',3':4,5]pyrrolo[2,3-d]pyrimidin-9-yl)acetyl)-N-(6-bromopyridin-2-yl)-5-methyl-2-azabicyclo[3.1.0]hexane-3-carboxamide NC=1C2=C(N=CN1)N(C1=C2N=C(C=C1)Br)CC(=O)N1[C@@H]2C[C@@]2(C[C@H]1C(=O)NC1=NC(=CC=C1)Br)C